(S)-methyl 2'-chloro-6'-(5-chloro-6-fluoro-1H-1,3-benzodiazol-2-yl)-4-{[(1R)-1-phenylbutyl] carbamoyl}-[1,1'-biphenyl]-2-carboxylate ClC1=C(C(=CC=C1)C1=NC2=C(N1)C=C(C(=C2)Cl)F)C=2C(=CC(=CC2)C(N[C@H](CCC)C2=CC=CC=C2)=O)C(=O)OC